N-(3-methylbutan-2-yl)-2,3-dihydro-1H-pyrrolo[3,4-c]pyridine-6-carboxamide CC(C(C)NC(=O)C1=CC2=C(C=N1)CNC2)C